tert-butyl(2-((2-((1s,4s)-4-((3-methoxy-4-methylphenyl)carbamoyl)cyclohexyl)-7-methyl-3-oxoisoindolin-5-yl)oxy)ethyl)(methyl)carbamate C(C)(C)(C)OC(N(C)CCOC=1C=C2C(N(CC2=C(C1)C)C1CCC(CC1)C(NC1=CC(=C(C=C1)C)OC)=O)=O)=O